tert-butyl (S)-4-(5-chloro-4-(3-((2-(imidazo[1,2-a]pyridin-3-yl)propan-2-yl)carbamoyl)azetidin-1-yl)pyrimidin-2-yl)-3-methylpiperazine-1-carboxylate ClC=1C(=NC(=NC1)N1[C@H](CN(CC1)C(=O)OC(C)(C)C)C)N1CC(C1)C(NC(C)(C)C1=CN=C2N1C=CC=C2)=O